ClC1=NC(=CC=C1C(=O)NS(=O)(=O)C1=CC=C(OCCCC2CC(N(C2)C(=O)OC(C)(C)C)(C)C)C=C1)N1N=C(C=C1)OCCC1(CC1)C(F)(F)F tert-Butyl 4-[3-[4-[[2-chloro-6-[3-[2-[1-(trifluoromethyl)cyclopropyl] ethoxy]pyrazol-1-yl]pyridine-3-carbonyl]sulfamoyl]phenoxy]propyl]-2,2-dimethyl-pyrrolidine-1-carboxylate